Cl.N[C@H](C(=O)NC1=CC=C(C=C1)N(CC)CC)CC(C)C (2S)-2-amino-N-[4-(diethylamino)phenyl]-4-methyl-pentanamide hydrochloride